C(C1=CC=CC=C1)N1C=CC2=CC=C(C=C12)C1=NNC(=C1)NC(C1=CC=C(C=C1)OCC1CCN(CC1)C)=O N-(3-(1-benzyl-1H-indol-6-yl)-1H-pyrazol-5-yl)-4-((1-methylpiperidin-4-yl)methoxy)benzamide